C1C2C(CC3=CC=CC=C13)O2 2,3-epoxy-1,2,3,4-tetrahydronaphthalene